(5-methyl-2-((4-(trifluoromethoxy)benzyl)oxy)phenyl)propanoic acid CC=1C=CC(=C(C1)C(C(=O)O)C)OCC1=CC=C(C=C1)OC(F)(F)F